FC(C=1C=C2C(=NC1)NC(=N2)C2(CCC2)C=2N=C1CCCN(C1=CC2)C2=NC(=NC=C2)C(F)(F)F)(F)F 6-{1-[6-(trifluoromethyl)-3H-imidazo[4,5-b]pyridin-2-yl]cyclobutyl}-1-[2-(trifluoromethyl)pyrimidin-4-yl]-1,2,3,4-tetrahydro-1,5-naphthyridine